CC1=C(OCC(=O)N[C@H]([C@H](C[C@H](CC2=CC=CC=C2)NC([C@H](CC2=CC=C(C=C2)F)N2C(NCCC2)=O)=O)O)CC2=CC=CC=C2)C(=CC=C1)C (S)-N-((2S,4S,5S)-5-(2-(2,6-dimethylphenoxy)acetamido)-4-hydroxy-1,6-diphenylhexane-2-yl)-3-(4-fluorophenyl)-2-(2-oxotetrahydropyrimidin-1(2H)-yl)propanamide